C(C)C1=CC=2C3(OCCC2S1)CCN(CC3)CC=3C=CC(=NC3)C(=O)NC3CCC(CC3)O 5-((2'-ethyl-6',7'-dihydrospiro[piperidine-4,4'-thieno[3,2-c]pyran]-1-yl)methyl)-N-((1r,4r)-4-hydroxycyclohexyl)picolinamide